ClC1=C(C=CC2=C1C(=NCC=1N2C(=NN1)C)C1=C(C=CC=C1F)F)C(F)F 7-chloro-8-(difluoromethyl)-6-(2,6-difluorophenyl)-1-methyl-4H-[1,2,4]Triazolo[4,3-a][1,4]Benzodiazepine